N=1C=NN2C=NC(=CC21)OC2=C(C=C(C=C2)NC2=NC=NC1=CC=C(C(=C21)N2CC(C2)N(C)C)NC(\C=C\C2N(CCC2)C)=O)C (E)-N-(4-((4-([1,2,4]triazolo[1,5-c]pyrimidin-7-yloxy)-3-methylphenyl)amino)-5-(3-(dimethylamino)azetidin-1-yl)quinazolin-6-yl)-3-(1-methylpyrrolidin-2-yl)acrylamide